C(C(O)CO)C(C)O glycerylethanol